2-fluoro-6-(methoxymethoxy)benzenesulfonyl chloride FC1=C(C(=CC=C1)OCOC)S(=O)(=O)Cl